[Ni]=O.[Ru] ruthenium-nickel oxide